FC(C=1C=CC=2N(N1)C(=CN2)C2=CC(=NC=N2)N2CC(N(CC2)C)CCO)F 2-(4-(6-(6-(difluoromethyl)imidazo[1,2-b]pyridazin-3-yl)pyrimidin-4-yl)-1-methylpiperazin-2-yl)ethan-1-ol